oxopalmitoylamide O=CCCCCCCCCCCCCCCC(=O)[NH-]